FC1=C(C=CC=C1)P(N(C)P(C1=CC=C(C=C1)[Si](CCCC)(CCCC)CCCC)C1=C(C=CC=C1)F)C1=CC=C(C=C1)[Si](CCCC)(CCCC)CCCC 1-(2-fluorophenyl)-N-((2-fluorophenyl)(4-(tributylsilyl)phenyl)phosphaneyl)-N-methyl-1-(4-(tributylsilyl)phenyl)phosphanamine